(3R,7R)-2-(3,4-dichlorobenzoyl)-3,7-dimethyl-9-((S*)-1-(2-(trifluoromethyl)pyrimidin-5-yl)ethyl)-1,2,3,4,8,9-hexahydropyrido[4',3':3,4]pyrazolo[1,5-a]pyrazin-10(7H)-one ClC=1C=C(C(=O)N2CC=3C(=NN4C3C(N(C[C@H]4C)[C@@H](C)C=4C=NC(=NC4)C(F)(F)F)=O)C[C@H]2C)C=CC1Cl |o1:18|